COC1=CC(=NN1C1=CC=C(C=C1)CO)C(F)(F)F [4-[5-methoxy-3-(trifluoromethyl)pyrazol-1-yl]phenyl]methanol